N-(3,4-dimethoxyphenyl)-7-(2,6-dimethoxypyridin-3-yl)thieno[3,2-d]-pyrimidin-2-amine COC=1C=C(C=CC1OC)NC=1N=CC2=C(N1)C(=CS2)C=2C(=NC(=CC2)OC)OC